O=C1N(C(C2=CC(=CC=C12)C(=O)O)=O)C1=CC=C(C=C1)\C=C/C(C1=CC=CC=C1)=O 1,3-Dioxo-2-[4-[(Z)-3-oxo-3-phenylprop-1-enyl]phenyl]isoindole-5-carboxylic acid